2-((1r,4S)-4-methylcyclohexyl)acetamide dihydrochloride Cl.Cl.CC1CCC(CC1)CC(=O)N